(R)-2-(7,7-difluoro-3-hydroxy-3-methylhept-6-en-1-yl)-3,5,6-trimethylcyclohex-2,5-diene-1,4-dione FC(=CCC[C@@](CCC=1C(C(=C(C(C1C)=O)C)C)=O)(C)O)F